1-((2R,5S)-4-(6-chloro-7-(3-cyclopropyl-5-methyl-1H-indazol-4-yl)-8-fluoro-2-(((S)-1-isopropylpyrrolidin-2-yl)methoxy)quinazolin-4-yl)-2,5-dimethylpiperazin-1-yl)prop-2-en-1-one ClC=1C=C2C(=NC(=NC2=C(C1C1=C2C(=NNC2=CC=C1C)C1CC1)F)OC[C@H]1N(CCC1)C(C)C)N1C[C@H](N(C[C@@H]1C)C(C=C)=O)C